C(CCC)N(C1=NC(=NC(=N1)S)S)CCCC 2-dibutylamino-4,6-dimercaptos-triazine